(3R)-3-aminotetralin-6-ol N[C@@H]1CCC2=CC=C(C=C2C1)O